5-(6-((1S,6R,7R)-7-(aminomethyl)-7-(2-fluorophenyl)-3-azabicyclo[4.1.0]heptan-3-yl)-1H-pyrazolo[3,4-b]pyrazin-3-yl)-1,3-dimethyl-1,3-dihydro-2H-benzo[d]imidazol-2-one NC[C@@]1([C@@H]2CCN(C[C@H]12)C1=CN=C2C(=N1)NN=C2C2=CC1=C(N(C(N1C)=O)C)C=C2)C2=C(C=CC=C2)F